4-(((3-cyclopropyl-7-((4-(pyridin-2-yl)benzyl)amino)pyrazolo[1,5-a]pyrimidin-5-yl)amino)methyl)piperidin-2-one C1(CC1)C=1C=NN2C1N=C(C=C2NCC2=CC=C(C=C2)C2=NC=CC=C2)NCC2CC(NCC2)=O